NCCNC(CN)=O N-(2-aminoethyl)glycinamide